O=C1N(CC=2N1C=C(C2)B2OC(C(O2)(C)C)(C)C)[C@@H](C(=O)OC(C)(C)C)C tert-Butyl (R)-2-(3-oxo-6-(4,4,5,5-tetramethyl-1,3,2-dioxaborolan-2-yl)-1H-pyrrolo[1,2-c]imidazol-2(3H)-yl)propanoate